C(C)(=O)[Sn]C(C)=O diacetyltin